(5-(4-((4-(1H-pyrazol-4-yl)phenyl)amino)pyrimidin-2-yl)isoindolin-2-yl)(3,3-difluoro-1-methylcyclobutyl)methanone N1N=CC(=C1)C1=CC=C(C=C1)NC1=NC(=NC=C1)C=1C=C2CN(CC2=CC1)C(=O)C1(CC(C1)(F)F)C